6,6-dimethyl-4H,5H,7H-pyrazolo[1,5-a]pyrimidine CC1(CNC=2N(C1)N=CC2)C